BrC1=NC=CC(=C1C(F)(F)F)Cl 2-bromo-4-chloro-3-(trifluoromethyl)pyridine